BrC=1C(=C(C=CC1OC)NC=1C2=C(N=CN1)C=CC(=N2)O[C@@H]2CNCC2)F N-(3-Bromo-2-fluoro-4-methoxy-phenyl)-6-[(3S)-pyrrolidin-3-yl]oxy-pyrido[3,2-d]pyrimidin-4-amine